2-[2-(4-amino-2,6-difluoro-anilino)ethyl]Cyclopropanecarboxylic acid ethyl ester C(C)OC(=O)C1C(C1)CCNC1=C(C=C(C=C1F)N)F